C(C1=CC=CC=C1)(=O)C1=CNC=2N=C(N=C(C21)NCCCO)NC2=CC=C(C=C2)N2CCN(CC2)C 3-((5-benzoyl-2-((4-(4-methylpiperazin-1-yl)phenyl)amino)-7H-pyrrolo[2,3-d]pyrimidin-4-yl)amino)propan-1-ol